CC1=CC(CC(C1)(C)C)C(C#N)C#N (3,5,5-trimethylcyclohex-2-en-1-yl)malononitrile